IC1=NC=CC(=C1)COC1=C(CN2[C@@H](CCCC2)C(=O)O)C=C(C(=C1)\C=C\C=1C(=C(C=CC1)C1=CC=CC=C1)C)C(F)(F)F (S,E)-1-(2-((2-iodopyridin-4-yl)methoxy)-4-(2-(2-methyl-[1,1'-biphenyl]-3-yl)vinyl)-5-(trifluoromethyl)benzyl)piperidine-2-carboxylic acid